(2-methoxyphenyl)phenylmethanol COC1=C(C=CC=C1)C(O)C1=CC=CC=C1